O=C1NC(CCC1N1C(C2(CN(C2)C(=O)OC(C)(C)C)CC1)=O)=O tert-Butyl 6-(2,6-dioxo-3-piperidyl)-5-oxo-2,6-diazaspiro[3.4]octane-2-carboxylate